ClC1=C(C=CC=C1C1=NC(=C(C=C1)CNC[C@H]1NC(CC1)=O)OC)C1=C(C=CC=C1)C(F)(F)F 2'-chloro-3'-(6-methoxy-5-(((((S)-5-oxopyrrolidin-2-yl)methyl)amino)methyl)pyridin-2-yl)-2-(trifluoromethyl)-[1,1'-biphenyl]